ClC=1C=C(C(C(=O)NCCCC(=O)[O-])=CC1)O.[Na+] sodium N-(4-chlorosalicyloyl)-4-aminobutyrate